4-amino-7-chloro-N-cyclopropyl-N-((5-ethynylpyridin-2-yl)methyl)-1,3-dihydrofuro[3,4-c]quinoline-8-carboxamide NC1=NC=2C=C(C(=CC2C2=C1COC2)C(=O)N(CC2=NC=C(C=C2)C#C)C2CC2)Cl